N-[3-[1-(1H-1,3-benzodiazol-2-yl)imidazo[1,5-a]pyrazin-6-yl]-2,4-difluorophenyl]acetamide N1C(=NC2=C1C=CC=C2)C=2N=CN1C2C=NC(=C1)C=1C(=C(C=CC1F)NC(C)=O)F